1,4-bis-tert-ButylperoxyIsopropyl-Benzene C(C)(C)(C)OOC(C)(C)C1=CC=C(C=C1)OOC(C)(C)C